ClC1=C(C=C(OCC2=NN=C(O2)N2CC(C2)NC(OC(C)(C)C)=O)C=C1)F tert-butyl (1-(5-((4-chloro-3-fluorophenoxy)methyl)-1,3,4-oxadiazol-2-yl)azetidin-3-yl)carbamate